5-fluoro-3-((2R,4R)-4-fluoropyrrolidin-2-yl)-2-methoxypyridine FC=1C=C(C(=NC1)OC)[C@@H]1NC[C@@H](C1)F